F[C@H]1CN(CC1)C1=NC(=CC(=C1NC(=O)C=1OC=CC1C)C)N1CCOCC1 3-Methyl-furan-2-carboxylic acid [2-((R)-3-fluoro-pyrrolidin-1-yl)-4-methyl-6-morpholin-4-yl-pyridin-3-yl]-amide